2-[4-(4-Chlorophenoxy)-2-(trifluoromethyl)phenyl]-1-(1H-1,2,4-triazol-1-yl)pentan-2-ol ClC1=CC=C(OC2=CC(=C(C=C2)C(CN2N=CN=C2)(CCC)O)C(F)(F)F)C=C1